ON1C(=C(C(C2=CC=CC=C12)=O)CC1=CC(=CC=C1)[N+](=O)[O-])C 1-hydroxy-2-methyl-3-(3-nitrobenzyl)-4(1H)-quinolinone